(Benzotriazol-1-yloxy)tripyrrolidinophosphonium N1(N=NC2=C1C=CC=C2)O[P+](N2CCCC2)(N2CCCC2)N2CCCC2